ClC=1C=C2C=C(NC2=CC1CCC1=NOC=C1)CNC(=O)N1CCC1 N-((5-chloro-6-(2-(isoxazol-3-yl)ethyl)-1H-indol-2-yl)methyl)azetidine-1-carboxamide